C1(=CC(=CC=C1)[C@@H]1N(OCC1)C1=CC(=NC=N1)NC=1C(=CC(=C(C1)NC(C=C)=O)N1CCN(CC1)CC=C)OC)C1=CC=CC=C1 (R)-N-(5-((6-(3-([1,1'-biphenyl]-3-yl)isoxazolidin-2-yl)pyrimidin-4-yl)amino)-2-(4-allylpiperazin-1-yl)-4-methoxy-phenyl)acrylamide